OC(C=1C=CC=C2C=CC(=CC12)O)C1=CC=C(C=C1)OC 8-(hydroxy(4-methoxyphenyl)methyl)naphthalene-2-ol